N=1N=C(NC1)[C@@H]1CN(CC1)C(=O)N1CC(C1)C1=CC=C(C=C1)OC=1C=NC(=NC1)C(F)(F)F [(3S)-3-(4H-1,2,4-Triazol-3-yl)pyrrolidin-1-yl]-[3-[4-[2-(trifluoromethyl)pyrimidin-5-yl]oxyphenyl]azetidin-1-yl]methanone